2-bromo-8,8-dimethyl-7,8-dihydro-6H-cyclopenta[e]Pyrazolo[1,5-a]Pyrimidine-6-carbonitrile BrC1=NN2C(N=CC3=C2C(CC3C#N)(C)C)=C1